BrC1=CC=C(C=C1)C(CCCC)C1=CC=C(C=C1)Br 2,2-bis(4-bromophenyl)ethyl-propane